L-lysyl-L-threonyl-L-cysteinyl-L-threonine N[C@@H](CCCCN)C(=O)N[C@@H]([C@H](O)C)C(=O)N[C@@H](CS)C(=O)N[C@@H]([C@H](O)C)C(=O)O